2-(4-nitropyrazol-1-yl)propionitrile [N+](=O)([O-])C=1C=NN(C1)C(C#N)C